tert-butyl (3S)-3-[4-[2-fluoro-3-(2-trimethylsilylethynyl)anilino]quinazolin-6-yl]pyrrolidine-1-carboxylate FC1=C(NC2=NC=NC3=CC=C(C=C23)[C@H]2CN(CC2)C(=O)OC(C)(C)C)C=CC=C1C#C[Si](C)(C)C